(3S,11aR)-N-[(2,4-Difluorophenyl)methyl]-6-hydroxy-3-[(1S)-1-methylpropyl]-5,7-dioxo-2,3,5,7,11,11a-hexahydro[1,3]oxazolo[3,2-a]pyrido[1,2-d]pyrazine-8-carboxamide sodium salt [Na].FC1=C(C=CC(=C1)F)CNC(=O)C=1C(C(=C2N(C[C@@H]3N(C2=O)[C@H](CO3)[C@H](CC)C)C1)O)=O